sodium carbonate, calcium salt [Ca+2].C([O-])([O-])=O.[Na+]